[5-(1-hydroxy cyclobutyl)-2-pyridyl]carbamate OC1(CCC1)C=1C=CC(=NC1)NC([O-])=O